CC=CCCCCC(CC)C(=O)OC(C)(C)C Tert-butyl dec-2-ene-8-carboxylate